[(4R)-4-isopropyl-1-[3-methoxy-1-[(1R,2R)-2-[[(2R,4S)-2-(trifluoromethyl)chroman-4-yl]carbamoyl]cyclopropyl]propyl]-4-methyl-6-oxo-hexahydropyrimidin-2-ylidene]ammonium C(C)(C)[C@@]1(NC(N(C(C1)=O)C(CCOC)[C@H]1[C@@H](C1)C(N[C@H]1C[C@@H](OC2=CC=CC=C12)C(F)(F)F)=O)=[NH2+])C